bis(3-mercaptopropyl)-2,2'-bis(3-mercaptopentyloxy)biphenyl SCCCC1=C(C(=C(C=C1)C1=C(C=CC=C1)OCCC(CC)S)OCCC(CC)S)CCCS